5-chloro-N-[1-(2,4-dichloro-5-fluoro-phenyl)ethyl]-2-piperazin-1-yl-pyrimidin-4-amine hydrochloride Cl.ClC=1C(=NC(=NC1)N1CCNCC1)NC(C)C1=C(C=C(C(=C1)F)Cl)Cl